C(CC#C)C=1N=NC(=NN1)C1=CC=CC=C1 3-(but-3-yn-1-yl)-6-phenyl-1,2,4,5-tetrazine